cholest-5-ene-3β,7α,12α-triol CC(C)CCC[C@@H](C)[C@H]1CC[C@H]2[C@@H]3[C@@H](C=C4C[C@H](CC[C@]4(C)[C@H]3C[C@@H]([C@]12C)O)O)O